ClC=1C=CC2=C(C1)SCC1=C2N(N=C1C(=O)[O-])C1=CC=C(C=C1)CN1CCOCC1 7-Chloro-1-(4-(morpholinylmethyl)phenyl)-1,4-dihydrothiochromeno[4,3-c]pyrazole-3-carboxylate